ClC=1C=CC(=C(C1)C1=CC(=C(N=N1)NCC1=CC(=CC=C1)O)NC1=CC(=NC=C1)NC(CCN1CCN(CC1)C)=O)F N-(4-{[6-(5-chloro-2-fluoro-phenyl)-3-{[(3-hydroxyphenyl)methyl]amino}pyridazin-4-yl]amino}pyridin-2-yl)-3-(4-methylpiperazin-1-yl)propan-amide